2-amino-4-chlorobenzoic acid NC1=C(C(=O)O)C=CC(=C1)Cl